N-[(2R)-1-Hydroxypropan-2-yl]-6-(4-methylphenyl)-2-(1-methyl-1H-pyrazol-4-yl)-3-oxo-2,3-dihydropyridazine-4-carboxamide OC[C@@H](C)NC(=O)C=1C(N(N=C(C1)C1=CC=C(C=C1)C)C=1C=NN(C1)C)=O